BrC1=CC=C(C=C1)N=NC1=CC=C(N(CCCCC)CCCCC)C=C1 4-((4-bromophenyl)-diazenyl)-N,N-dipentylaniline